(R)-6-methyl-2-(2-methylmorpholino)pyrimidin-4-amine CC1=CC(=NC(=N1)N1C[C@H](OCC1)C)N